C1(CCC(CC1)CO)CO 4-cyclohexandimethanol